2,3,6-trimethyl-1,4-phenylene-bis{4-(2,3-epoxypropoxy) benzoate} CC1=C(C(=CC(=C1C)C1=C(C(=O)[O-])C=CC(=C1)OCC1CO1)C)C1=C(C(=O)[O-])C=CC(=C1)OCC1CO1